(S)-N-(4-methoxyphenyl)-N-methyl-2-(2-((2-nitrophenyl)sulfonamido)acetamido)-3-phenylpropanamide COC1=CC=C(C=C1)N(C([C@H](CC1=CC=CC=C1)NC(CNS(=O)(=O)C1=C(C=CC=C1)[N+](=O)[O-])=O)=O)C